C1(=CC=CC=C1)CC(=O)N1C(SCC1)=S 3-(Phenylacetyl)-2-thiazolidinethione